4-(3-bromopropyl)styrene BrCCCC1=CC=C(C=C)C=C1